(2S)-2-(benzyloxy)-3-(4-fluorophenyl)-4-methylpentan-3-ol C(C1=CC=CC=C1)O[C@@H](C)C(C(C)C)(O)C1=CC=C(C=C1)F